Cl.FC=1C=C(C=CC1C(F)(F)F)C1=NN2C(CNCC2)=C1C1=CC=NC=C1 2-[3-fluoro-4-(trifluoromethyl)phenyl]-3-(pyridin-4-yl)-4,5,6,7-tetrahydro-pyrazolo[1,5-a]pyrazine hydrochloride